[hydroxy(tosyloxy)iodo](methyl)benzene OI(OS(=O)(=O)C1=CC=C(C)C=C1)C1=C(C=CC=C1)C